OC1=C(C(=CC(=C1)C)C)C1=CC=C(N=N1)N1CCC[C@@H]2CCN(C([C@H]12)=O)C (4aR,8aR)-1-[6-(2-hydroxy-4,6-dimethyl-phenyl)pyridazin-3-yl]-7-methyl-3,4,4a,5,6,8a-hexahydro-2H-1,7-naphthyridin-8-one